C(C)(C)(C)OC(=O)NCC1=CC(=C(C=C1)NC(=O)C1=CC2=C(OCCC3=C2SC=C3)C=C1C=1C(=NC(=CC1)C(NCCC)=O)C(=O)OC)O methyl 3-(9-((4-(((tert-butoxycarbonyl)amino)methyl)-2-hydroxyphenyl)carbamoyl)-4,5-dihydrobenzo[b]thieno[2,3-d]oxepin-8-yl)-6-(propylcarbamoyl)picolinate